4-[1-(2,6-Dioxopiperidin-3-yl)-3-methyl-2-oxo-1,3-benzodiazol-4-yl]butanoic acid O=C1NC(CCC1N1C(N(C2=C1C=CC=C2CCCC(=O)O)C)=O)=O